FNCCC(=O)O fluoro-β-alanine